C(C)(=O)C1=C(N(C(=C1)\C=C\CCS(=O)(=O)C)C1=CC=C(C#N)C=C1)C (E)-4-(3-acetyl-2-methyl-5-(4-(methylsulfonyl)but-1-en-1-yl)-1H-pyrrol-1-yl)benzonitrile